3-(5-((3-((4'-chloro-5,5-dimethyl-3,4,5,6-tetrahydro-[1,1'-biphenyl]-2-yl)methyl)-2-oxoimidazolidin-1-yl)methyl)-7-fluoro-1-oxoisoindolin-2-yl)piperidine-2,6-dione ClC1=CC=C(C=C1)C1=C(CCC(C1)(C)C)CN1C(N(CC1)CC=1C=C2CN(C(C2=C(C1)F)=O)C1C(NC(CC1)=O)=O)=O